(cyclohexane-1,3-diyl)dicarbamic acid benzyl ester tert-butyl ester C(C)(C)(C)OC(NC1CC(CCC1)NC(OCC1=CC=CC=C1)=O)=O